7-(2,8-dimethylimidazo[1,2-b]pyridazin-6-yl)-5-fluoro-3-(piperidin-4-yl)-1,2,4-benzotriazine CC=1N=C2N(N=C(C=C2C)C2=CC3=C(N=C(N=N3)C3CCNCC3)C(=C2)F)C1